C(C)C1=CC=C(C(=O)OC(C)CC(C)N=CC2=CC=CC=C2)C=C1 4-benzylideneamino-2-pentyl 4-ethylbenzoate